2-(hydroxyphenyl)-3-butene OC1=C(C=CC=C1)C(C)C=C